OC1=C(C=CC(=C1)O)C(\C=C\C1=CC(=C(C=C1)OC)COC1=C(C=CC(=C1)F)[N+](=O)[O-])=O (E)-1-(2,4-Dihydroxyphenyl)-3-[3-[(5-fluoro-2-nitrophenoxy)methyl]-4-methoxyphenyl]prop-2-en-1-one